FC(C=1C(=NC(=NC1)NC1=CC(=CC=C1)OC)NC=1C=C(C=CC1)CNC(C=C)=O)(F)F N-(3-(5-trifluoromethyl-2-(3-methoxyphenylamino)pyrimidin-4-ylamino)phenyl)methylacrylamide